O1CCC(C2=CC=CC=C12)C=1SC=C(N1)CO (2-(chroman-4-yl)thiazole-4-yl)methanol